ClC1=C(N(N=C1C(F)(F)F)C1=CC(=CC=C1)C(N(C1=CC2=C(C(=NO2)C)C=C1)C)=O)COC1=CC=C(C(=O)OC(C)(C)C)C=C1 tert-Butyl 4-[[4-chloro-2-[3-[methyl-(3-methyl-1,2-benzoxazol-6-yl) carbamoyl] phenyl]-5-(trifluoromethyl) pyrazol-3-yl]methoxy]benzoate